1-(2-methoxy-2-methylpropyl)-1H-pyrazole-4-carboxylic acid COC(CN1N=CC(=C1)C(=O)O)(C)C